C(C)(=O)OC1=C(C=C2C=C(C3(C2=C1)CCC(CC3)(C(=O)OC)N(C(C(F)(F)F)=O)C3=CC(=CC=C3)Cl)Br)C methyl (1s,4s)-6'-(acetyloxy)-2'-bromo-4-[(3-chlorophenyl)(trifluoroacetyl)amino]-5'-methylspiro[cyclohexane-1,1'-indene]-4-carboxylate